ClC1=CC=C(C(=O)NC=2C(N(N(C2C2=C(C=C(C=C2F)OC)F)C)C2=CC=C(C=C2)Cl)=O)C=C1 4-chloro-N-[2-(4-chlorophenyl)-5-(2,6-difluoro-4-methoxyphenyl)-1-methyl-3-oxo-2,3-dihydro-1H-pyrazol-4-yl]benzamide